C(C)N1N=C(C2=C1C(NCC1(CCOCC1)C2)=O)CC(COC(C2=CC(=CC=C2)C(N(C)C)=O)=O)(C)C 3-(Dimethylcarbamoyl)benzoic acid [3-(1-ethyl-8-oxo-spiro[6,7-dihydro-4H-pyrazolo[3,4-c]azepin-5,4'-tetrahydropyran]-3-yl)-2,2-dimethyl-propyl] ester